C(C)(C)(C)C1=C(C=C(C(=C1)[Si](C)(C)CC)O)NC(=O)C1=CNC2=CC=CC=C2C1=O N-(2-(tert-Butyl)-4-(ethyldimethylsilyl)-5-hydroxyphenyl)-4-oxo-1,4-dihydroquinoline-3-carboxamide